C(CCCCCCCCCCCCCCC)(=O)OC[C@@H](OC(CCCCCCCCCCCCCCC)=O)COP(=O)(O)OC[C@H](O)CO |&1:45| 1,2-dipalmitoyl-sn-glycero-3-phospho-rac-glycerol